C(C)OC=1C=C(C=CC1)N1C(=C2C(N(N=CC2=C1C)C1=NC=CC=C1)=O)C 6-(3-Ethoxyphenyl)-5,7-dimethyl-2-(pyridin-2-yl)-2,6-dihydro-1H-pyrrolo[3,4-d]pyridazin-1-one